FC=1C=CC2=C(C(=CO2)C=2C(NC(C2C2=CN(C=3C=C4C(=CC23)OCO4)C)=O)=O)C1 3-(5-fluorobenzofuran-3-yl)-4-(5-methyl-5H-[1,3]dioxolo[4,5-f]indol-7-yl)-1H-pyrrole-2,5-dione